C(=C)C1=NOC=N1 vinyl-1,2,4-oxadiazole